ClC1=C(C(=CC=C1)Cl)OC 1,3-dichloro-2-methoxybenzene